6-(benzyloxy)-1-[(E)-2-{5-[(4-chloropyridin-2-yl)methoxy]-4-methoxy-2-methylphenyl}ethenyl]-7-methoxy-1,2,3,4-tetrahydroisoquinoline C(C1=CC=CC=C1)OC=1C=C2CCNC(C2=CC1OC)\C=C\C1=C(C=C(C(=C1)OCC1=NC=CC(=C1)Cl)OC)C